C(C)OC(COC1=NOC(=C1)C(C(=O)N1[C@@H](C[C@H](C1)O)C(=O)OC)C(C)C)OCC Methyl (2S,4R)-1-[2-[3-(2,2-diethoxyethoxy)isoxazol-5-yl]-3-methyl-butanoyl]-4-hydroxy-pyrrolidine-2-carboxylate